2-methyl-6-((tetrahydro-2H-pyran-4-yl)methyl)-5,6,7,8-tetrahydropyrido[4,3-d]pyrimidin-4-amine CC=1N=C(C2=C(N1)CCN(C2)CC2CCOCC2)N